C(C)OC(C1=C(C=C(C(=C1)Cl)Cl)C)=O 2-methyl-4,5-dichlorobenzoic acid ethyl ester